NC=1C2=C(N=CN1)N(C(=C2C=2C=C1C=CNC1=CC2)C2=CC=C(C=C2)NC(C=C)=O)C N-(4-(4-amino-5-(1H-indol-5-yl)-7-methyl-7H-pyrrolo[2,3-d]pyrimidin-6-yl)phenyl)acrylamide